OCCCCCC1=C(C(=O)OC(C)(C)C)C(=CC=C1)C Tert-butyl 2-(5-hydroxypentyl)-6-methylbenzoate